allyl S-((S)-2,3-bis((tert-butoxycarbonyl)amino)propyl)-N-(tert-butoxycarbonyl)-L-cysteinate C(C)(C)(C)OC(=O)N[C@H](CSC[C@H](NC(=O)OC(C)(C)C)C(=O)OCC=C)CNC(=O)OC(C)(C)C